C(#N)C=1C=C(C(=NC1)C(=O)NC=1C=C2C(=NNC2=CC1)C=1C=NN(C1)C1CCOCC1)C 5-cyano-3-methyl-N-(3-(1-(tetrahydro-2H-pyran-4-yl)-1H-pyrazol-4-yl)-1H-indazol-5-yl)picolinamide